(1R,2S,5S)-3-(2-(3-acetyl-5-(2-methylpyrimidin-5-yl)-1H-indazol-1-yl)acetyl)-N-(6-bromo-3-cyclopropylpyridin-2-yl)-3-azabicyclo[3.1.0]hexane-2-carboxamide C(C)(=O)C1=NN(C2=CC=C(C=C12)C=1C=NC(=NC1)C)CC(=O)N1[C@@H]([C@@H]2C[C@@H]2C1)C(=O)NC1=NC(=CC=C1C1CC1)Br